C(C)(=O)C1=NN(C2=CC=C(C=C12)C=1C=NC(=[N+](C1)[O-])N)CC(=O)N1[C@@H](C[C@H](C1)F)C(NC1=NC(=CC=C1)Br)=O 5-(3-acetyl-1-(2-((2S,4R)-2-((6-bromopyridin-2-yl)carbamoyl)-4-fluoropyrrolidin-1-yl)-2-oxoethyl)-1H-indazol-5-yl)-2-aminopyrimidine 1-oxide